1-(4-Bromophenyl)-4,4,4-trifluorobutan-1,3-dion BrC1=CC=C(C=C1)C(CC(C(F)(F)F)=O)=O